C(C)(C)(C)OC(=O)N1CC(CCC1)C1=CC2=C(N(C(N2C)=O)C2C(NC(CC2)=O)=O)C=C1 3-[1-(2,6-dioxopiperidin-3-yl)-3-methyl-2-oxo-1,3-benzodiazol-5-yl]piperidine-1-carboxylic acid tert-butyl ester